tert-butyl 3-[5-(3-chlorophenyl)-3-[2-(3-fluoro-3-methyl-azetidin-1-yl)-2-oxo-ethyl]-4-oxo-pyrrolo[2,1-f][1,2,4]triazin-7-yl]azetidine-1-carboxylate ClC=1C=C(C=CC1)C=1C=C(N2N=CN(C(C21)=O)CC(=O)N2CC(C2)(C)F)C2CN(C2)C(=O)OC(C)(C)C